C(C(C)C)C1=CC=C(C=C1)C(C(=O)F)C 2-(4-isobutylphenyl)propanoyl fluoride